CCC1=C2/C=C\\3/C(=C4C(=O)[C@@H](C(=C4N3)C5=N/C(=C\\C6=NC7(C(O7)C(=C1C)N2)C(=C6C)C=C)/[C@H]([C@@H]5CCC(=O)O)C)C(=O)OC)C The molecule is a member of the class of pheophorbides ontained by formal epoxidation of pheophorbide a. It is a pheophorbide and an epoxide. It derives from a pheophorbide a. It is a conjugate acid of an epoxypheophorbide a(1-).